CC[C@@H]1C(=O)N2CCC[C@H]2C(=O)N([C@H](C(=O)N3CCC(=O)C[C@H]3C(=O)N[C@H](C(=O)O[C@@H]([C@@H](C(=O)N1)NC(=O)C4=C(C=CC=N4)O)C)C5=CC=CC=C5)CC6=CC=CC=C6)C The molecule is a cyclodepsipeptide that is N-(3-hydroxypicolinoyl)-L-threonyl-D-alpha-aminobutyryl-L-prolyl-N-methyl-L-phenylalanyl-4-oxo-L-pipecoloyl-L-2-phenylglycine in which the carboxy group of the 2-phenylglycine moiety has undergone formal intramolecular condensation with the hydroxy group of the N-(3-hydroxypicolinoyl)-L-threonyl to give the corresponding 19-membered ring lactone. It is one of the two major components of the antibacterial drug virginiamycin, produced by Streptomyces virginiae, S. loidensis, S. mitakaensis, S. pristina-spiralis, S. ostreogriseus, and others. It has a role as an antibacterial drug and a bacterial metabolite. It is a cyclodepsipeptide and a macrolide antibiotic.